CHROMONE-3-CARBOXALDEHYDE O1C=C(C(C2=CC=CC=C12)=O)C=O